FC1=CC=C(C=C1)C=1C(=C2N(N1)CCC2)C2=C1C(=NC=C2)NN=C1 4-(2-(4-Fluorophenyl)-5,6-dihydro-4H-pyrrolo[1,2-b]pyrazol-3-yl)-1H-pyrazolo[3,4-b]pyridine